tert-butyl 3-(6-hydroxy-4-oxo-quinazolin-3-yl)-1,1-dioxo-1-thia-8-azaspiro[4.5]decane-8-carboxylate OC=1C=C2C(N(C=NC2=CC1)C1CS(C2(C1)CCN(CC2)C(=O)OC(C)(C)C)(=O)=O)=O